[Si](C)(C)(C(C)(C)C)OC(CCC1=NN2C(C=C(C(=C2)OC)N)=C1)(C)C 3-[tert-butyl(dimethyl)silyl]oxy-3-methyl-butyl-6-methoxy-pyrazolo[1,5-a]pyridin-5-amine